FC1=C(CNC2=CC=3C4=C(N=C(NC3C=N2)C2=C(C=CC=C2F)F)C(=NN4)C)C=CC(=C1)F N-(2,4-difluorobenzyl)-5-(2,6-difluorophenyl)-3-methyl-1,6-dihydropyrazolo[4,3-d]pyrido[4,3-f][1,3]diazepin-9-amine